COC1=CC=C(C(=O)NCC=2N=CN(C2)C2=CC=C(C=C2)C2=NOC(=N2)C(F)(F)F)C=C1 4-methoxy-N-((1-(4-(5-(trifluoromethyl)-1,2,4-oxadiazol-3-yl)phenyl)-1H-imidazol-4-yl)methyl)benzamide